COC1=CC=C(CN2N=CC(=C2)C=2N=NC3(C2)CCOCC3)C=C1 3-(1-(4-Methoxybenzyl)-1H-pyrazol-4-yl)-8-oxa-1,2-diazaspiro[4.5]deca-1,3-diene